C1CCC2=C(C=3CCCC3C=C12)NC(=O)C1=NN2C(OCC(C2)(C(F)(F)F)C)=C1S(=O)(N)=N ((1,2,3,5,6,7-hexahydro-s-indacen-4-yl)carbamoyl)-6-methyl-6-(trifluoromethyl)-6,7-dihydro-5H-pyrazolo[5,1-b][1,3]oxazine-3-sulfonimidamide